tributylamine octanoate salt C(CCCCCCC)(=O)O.C(CCC)N(CCCC)CCCC